2-(2,6-dioxopiperidin-3-yl)-5-(((R)-1-((1-(2-(4-(1-(4-hydroxyphenyl)-2-phenylbut-1-en-1-yl)phenoxy)ethyl)piperidin-4-yl)methyl)piperidin-3-yl)amino)isoindoline-1,3-dione O=C1NC(CCC1N1C(C2=CC=C(C=C2C1=O)N[C@H]1CN(CCC1)CC1CCN(CC1)CCOC1=CC=C(C=C1)C(=C(CC)C1=CC=CC=C1)C1=CC=C(C=C1)O)=O)=O